N-(3-(3-(Dimethylamino)-5-((2,6-dioxopiperidin-3-yl)amino)phenyl)prop-2-yn-1-yl)-5-(8-(7-isopropyl-1,3-dimethyl-2-oxo-2,3-dihydro-1H-benzo[d]imidazol-5-yl)isoquinolin-3-yl)picolinamide CN(C=1C=C(C=C(C1)NC1C(NC(CC1)=O)=O)C#CCNC(C1=NC=C(C=C1)C=1N=CC2=C(C=CC=C2C1)C1=CC2=C(N(C(N2C)=O)C)C(=C1)C(C)C)=O)C